FC1=C(C(=O)OC2=N[Se]C3=C2C=CC=C3)C=CC(=C1F)F benzo[d][1,2]selenazol-3-yl 2,3,4-trifluorobenzoate